OC=1C(=CC=2C(C3=CC=CC=C3C(C2C1O)=O)=O)NS(=O)(=O)C1=CC=C(C=C1)N(C)C N-(3,4-dihydroxy-9,10-dioxo-9,10-dihydroanthracen-2-yl)-4-dimethylaminobenzenesulfonamide